tertbutyl nitrite N(=O)OC(C)(C)C